2-(1-(2-chlorophenyl)-1-(4-methyl-4H-1,2,4-triazol-3-yl)propan-2-yl)-N-(isoxazol-4-yl)-5-methoxy-1-methyl-6-oxo-1,6-dihydropyrimidine-4-carboxamide ClC1=C(C=CC=C1)C(C(C)C=1N(C(C(=C(N1)C(=O)NC=1C=NOC1)OC)=O)C)C1=NN=CN1C